C(=O)(OC(C)(C)C)N1C(CC1)C1=NN(C(=C1)C#N)C 1-Boc-2-(5-cyano-1-methyl-1H-pyrazol-3-yl)azetidine